N-(2-((8-((cyclopropylmethyl)amino)-6-(2,6-dichloro-3,5-dimethoxy-phenyl)pyrido[3,4-d]pyrimidin-2-yl)amino)-3-methylphenyl)acryl-amide C1(CC1)CNC1=NC(=CC2=C1N=C(N=C2)NC2=C(C=CC=C2C)NC(C=C)=O)C2=C(C(=CC(=C2Cl)OC)OC)Cl